C(C1=CC=CC=C1)(=O)O.S1C(=CC=C1)C1=CC=C(C=C1)C(C(CC1CCCC1)=NO)=O 1-(4-thiophenylphenyl)-3-cyclopentylpropane-1,2-dione-2-oxime benzoate